ClC1=CC2=C(N=C(N2)S)C=C1Cl 5,6-dichloro-2-mercaptobenzimidazole